6-(4-chloro-2-hydroxy-6-methyl-phenyl)-3-[(2S)-2-(hydroxymethyl)morpholin-4-yl]pyridazine-4-carbonitrile ClC1=CC(=C(C(=C1)C)C1=CC(=C(N=N1)N1C[C@H](OCC1)CO)C#N)O